ClC=1C(=C(C=CC1)NS(=O)(=O)C=1SC(=CC1)S(=O)(=O)N(C)C)N1CC(CC1)C(C)C N2-(3-chloro-2-(3-isopropylpyrrolidin-1-yl)phenyl)-N5,N5-dimethylthiophene-2,5-disulfonamide